N1(CCNCC1)S(=O)(=O)C1=CC=C(C=C1)NC(=S)NCC=1C=NC=CC1 (4-(piperazin-1-ylsulfonyl)phenyl)-3-(pyridin-3-ylmethyl)thiourea